6-chloro-N-[4-methoxy-5-(2,3,3-trifluoropropyl)pyrimidin-2-yl]-1H-indole-3-sulfonamide ClC1=CC=C2C(=CNC2=C1)S(=O)(=O)NC1=NC=C(C(=N1)OC)CC(C(F)F)F